N1C[C@H](CC1)NC(C)=O (S)-N-(pyrrolidin-3-yl)acetamide